7-[(1E)-2-[5-(5-bromo-4-{[(2,4-dimethoxyphenyl)methyl]amino}-7H-pyrrolo[2,3-d]pyrimidin-7-yl)pyridin-3-yl]ethenyl]-N-methylquinolin-2-amine BrC1=CN(C=2N=CN=C(C21)NCC2=C(C=C(C=C2)OC)OC)C=2C=C(C=NC2)/C=C/C2=CC=C1C=CC(=NC1=C2)NC